2,4-dimethyl-N-((6-methyl-4-(methylthio)-2-oxo-1,2-dihydropyridin-3-yl)methyl)-7-(6-morpholinopyridin-3-yl)-2-(Piperidin-4-yl)benzo[d][1,3]dioxole-5-carboxamide hydrochloride Cl.CC1(OC2=C(O1)C(=CC(=C2C)C(=O)NCC=2C(NC(=CC2SC)C)=O)C=2C=NC(=CC2)N2CCOCC2)C2CCNCC2